FC1(C(CN(CC1)C1=C(C(=O)O)C(=C(C=N1)C(F)(F)F)C)C)F 2-(4,4-difluoro-3-methylpiperidin-1-yl)-4-methyl-5-(trifluoromethyl)nicotinic acid